OC1CC(C1)N(C(OC(C)(C)C)=O)C Tert-butyl N-(3-hydroxycyclobutyl)-N-methyl-carbamate